(R)-3-((1-(2-(2-methoxyphenyl)-2-((tetrahydro-2H-pyran-4-yl)oxy)ethyl)-5-methyl-6-(oxazol-2-yl)-2,4-dioxo-1,2-dihydrothieno[2,3-d]pyrimidine-3(4H)-yl)methyl)cyclobutanecarboxylic acid COC1=C(C=CC=C1)[C@H](CN1C(N(C(C2=C1SC(=C2C)C=2OC=CN2)=O)CC2CC(C2)C(=O)O)=O)OC2CCOCC2